3-(5-bromo-4-methyl-2-thienyl)-5-[2,4-difluoro-5-(trifluoromethyl)phenyl]-5-(trifluoromethyl)-4H-isoxazole BrC1=C(C=C(S1)C1=NOC(C1)(C(F)(F)F)C1=C(C=C(C(=C1)C(F)(F)F)F)F)C